5-amino-3-[2-(6-chloro-1-ethyl-1,3-benzodiazol-5-yl)ethynyl]-1-[1-(prop-2-enoyl)azetidin-3-yl]Pyrazole-4-carboxamide zinc [Zn].NC1=C(C(=NN1C1CN(C1)C(C=C)=O)C#CC1=CC2=C(N(C=N2)CC)C=C1Cl)C(=O)N